C(C)N1N=CC(=C1)B1OC(C(O1)(C)C)(C)C 1-ethyl-4-(tetramethyl-1,3,2-dioxaborolan-2-yl)-1H-pyrazole